(R)-ethyl 2-((5-bromo-6-(4-fluorophenyl)thieno[2,3-d]pyrimidin-4-yl)oxy)-3-(5-((tert-butyldimethylsilyl)oxy)-2-((2-(2-methoxyphenyl)pyrimidin-4-yl)methoxy)phenyl)propanoate BrC1=C(SC=2N=CN=C(C21)O[C@@H](C(=O)OCC)CC2=C(C=CC(=C2)O[Si](C)(C)C(C)(C)C)OCC2=NC(=NC=C2)C2=C(C=CC=C2)OC)C2=CC=C(C=C2)F